Ethyl (S)-3-(2',4'-Difluoro-5-methylbiphenyl-3-yl)-3-(3-(4-hydroxy-1-methyl-2-oxo-1,2-dihydropyridin-3-yl)ureido)propanoat FC1=C(C=CC(=C1)F)C1=CC(=CC(=C1)C)[C@H](CC(=O)OCC)NC(=O)NC=1C(N(C=CC1O)C)=O